O1CC(CC1)NC1=NC2=CC=CC=C2C=C1 2-[(oxolan-3-yl)amino]quinolin